2-(thian-4-ylamino)acetamide S1CCC(CC1)NCC(=O)N